1-(tert-butyl) 2-methyl (2R,4S)-2-(2-(chloromethyl) allyl)-4-fluoropyrrolidine-1,2-dicarboxylate ClCC(C[C@]1(N(C[C@H](C1)F)C(=O)OC(C)(C)C)C(=O)OC)=C